endo-piperazine N1CCNCC1